ClC1=C(C=CC=C1NC=1C=C(C=2N(C1)N=CC2)F)[C@@]2(CC(N(C(N2)=N)C2CCOCC2)=O)C (6S)-6-{2-Chloro-3-[(4-fluoro-pyrazolo[1,5-a]pyridin-6-yl)-amino]phenyl}2-imino-6-methyl-3-(tetrahydropyran-4-yl)hexahydropyrimidin-4-one